CC(C(=O)OC(COC1=CC2=C(N=C(S2)C2=C3N=CC(=NC3=CC(=C2)C)COC)C(=C1C)C)C)(CC(=O)C1=C(C=CC=C1)NC(CC)=O)NC(CCC)=O 1-((2-(2-(methoxymethyl)-7-methylquinoxalin-5-yl)-4,5-dimethylbenzo[d]thiazol-6-yl)oxy)propan-2-ol methyl-4-(2-propionylaminophenyl)-2-butyrylamino-4-oxobutanoate